COC1=CC=C(CN2C(=CC3=C2N=C(N=C3)SC)C=O)C=C1 7-(4-methoxybenzyl)-2-(methylthio)-7H-pyrrolo[2,3-d]pyrimidin-6-formaldehyde